COC=1C=C(C(=O)NC)C=CC1NCC#CC=1N(C2=CC=CC(=C2C1)NC1CCC(CC1)N1CCC(CC1)C(F)(F)F)CC(F)(F)F 3-methoxy-N-methyl-4-{[3-(4-{[(1S,4S)-4-[4-(trifluoromethyl)piperidin-1-yl]cyclohexyl]amino}-1-(2,2,2-trifluoroethyl)-1H-indol-2-yl)prop-2-yn-1-yl]amino}benzamide